methyl 6-[[(3S,4R,5S)-1-acetyl-4,5-dihydroxy-3-piperidyl]amino]-6-oxo-hexanoate C(C)(=O)N1C[C@@H]([C@H]([C@H](C1)O)O)NC(CCCCC(=O)OC)=O